C[C@@H]1N(C[C@H](N(C1)[C@@H](C(C)C)C1=CC(=CC=C1)C(F)(F)F)C)C=1C=2N=C(N(C2N2C(N1)=NN=C2)C[C@H]2OCCC2)C 4-((2S,5R)-2,5-dimethyl-4-((S)-2-methyl-1-(3-(trifluoromethyl)phenyl)propyl)piperazin-1-yl)-2-methyl-1-(((S)-tetrahydrofuran-2-yl)methyl)-1H-[1,2,4]triazolo[3,4-b]purine